tert-butyl 4-[2-(2,8-dimethylimidazo[1,2-b]pyridazin-6-yl)-5-oxo-pyrido[2,3-d]pyridazin-6-yl]-2,6-dimethyl-piperidine-1-carboxylate CC=1N=C2N(N=C(C=C2C)C=2C=CC3=C(C=NN(C3=O)C3CC(N(C(C3)C)C(=O)OC(C)(C)C)C)N2)C1